C1(=CC=CC=C1)C1=CSC=2N=C(N=C(C21)O)C2=NC=CC=C2 5-phenyl-2-pyridin-2-yl-thieno[2,3-d]pyrimidin-4-ol